[N+](=O)([O-])C=1C(=NC(=CC1)C=1C=NC=NC1)N 3-nitro-6-(pyrimidin-5-yl)pyridin-2-amine